2-(piperazin-1-yl)-N-(3-(3-(piperidine-1-carbonyl)pyrazolo[1,5-a]pyridin-5-yl)-1H-pyrrolo[2,3-b]pyridin-5-yl)isonicotinamide N1(CCNCC1)C=1C=C(C(=O)NC=2C=C3C(=NC2)NC=C3C3=CC=2N(C=C3)N=CC2C(=O)N2CCCCC2)C=CN1